ClC=1C=C(N)C=C(C1C)CC1COC(OC1)(C)C 3-chloro-5-((2,2-dimethyl-1,3-dioxan-5-yl)methyl)-4-methylaniline